3,6,9,12,15-pentaoxaheptadecan-1-oic acid C(COCCOCCOCCOCCOCC)(=O)O